FC1=CC(=C(C(=O)O)C(=C1)O)O 4-Fluoro-2,6-dihydroxybenzoic acid